NC1=NC=CC(=C1F)CC=1C(=C(C(=C(C(=O)NOC(C)(C)C)C1)NC1=C(C=C(C=C1)I)F)F)F 5-((2-Amino-3-fluoropyridin-4-yl)methyl)-N-(tert-butoxy)-3,4-difluoro-2-((2-fluoro-4-iodophenyl)amino)benzamide